O-((4-fluorocyclohexyl) methyl) hydrazinethiocarboxylate N(N)C(OCC1CCC(CC1)F)=S